FC(C1=C(C(C2=CC=C(C=C2)Cl)OC2CN(C2)C(=O)NC2CCCC2)C=CC=C1)(F)F 3-[2-(trifluoromethyl)-4'-chlorobenzhydryloxy]-N-(cyclopentyl)azetidine-1-carboxamide